N[C@@H]1C[C@@H](CC1)N1C[C@H]([C@H](C1)CNC(=O)OC(C)(C)C)CNC(OC(C)(C)C)=O Tert-butyl N-[[cis-1-[(1R,3S)-3-aminocyclopentyl]-4-[(tert-butoxycarbonylamino)methyl]pyrrolidin-3-yl]methyl]carbamate